N-(5-((5-(fluoromethoxy)pyridin-2-yl)ethynyl)-8-(methylamino)-2,7-naphthyridin-3-yl)cyclopropanecarboxamide FCOC=1C=CC(=NC1)C#CC1=C2C=C(N=CC2=C(N=C1)NC)NC(=O)C1CC1